N,N-dimethyl-3-(octyloxy)propan-2-amine CN(C(C)COCCCCCCCC)C